C(C1=CC=CC=C1)OC=1C=CC(=C2C=CC=NC12)C(CNC1CC2=CC(=C(C=C2C1)CC)CC)O 8-(benzyloxy)-5-[2-[(5,6-diethyl-2,3-dihydro-1H-indene-2-yl)amino]-1-hydroxyethyl]quinoline